4-[2-[6-[4-(9-aminononanoyl)piperazine-1-carbonyl]-2-naphthyl]ethylamino]quinoline-6-carbonitrile NCCCCCCCCC(=O)N1CCN(CC1)C(=O)C=1C=C2C=CC(=CC2=CC1)CCNC1=CC=NC2=CC=C(C=C12)C#N